CNS(=O)(=O)C1=CC=C(C=C1)CC(=O)N (4-(N-methylsulfamoyl)phenyl)acetamide